C(C1=CC=CC=C1)OC=1C(=CC(=C(C(=O)OC)C1)C1=CC(=CC=2N(C(N(C21)C)=O)CC(=O)NC2=CC=C(C=C2)F)C(F)(F)F)OC methyl 5-(benzyloxy)-2-(1-(2-((4-fluorophenyl)amino)-2-oxoethyl)-3-methyl-2-oxo-6-(trifluoromethyl)-2,3-dihydro-1H-benzo[d]imidazol-4-yl)-4-methoxybenzoate